C(C)(C)(C)OC(C1=C(N=CC=C1CCCCCO[Si](C)(C)C(C)(C)C)Cl)=O 4-(5-((tert-butyldimethylsilyl)oxy)pentyl)-2-chloronicotinic acid tert-butyl ester